C(C1=CC(O)=C(O)C(O)=C1)(=O)OC1=CC(=C(C(=C1)F)F)F (3,4,5-trifluorophenyl) gallate